(3R)-4-[8-methoxy-9-(1-methylpyrazol-3-yl)-1-(2-thienyl)-5,6-dihydropyrrolo[2,1-a]isoquinoline-3-carbonyl]-3-methyl-morpholine-3-carboxamide COC=1C=C2CCN3C(C2=CC1C1=NN(C=C1)C)=C(C=C3C(=O)N3[C@](COCC3)(C(=O)N)C)C=3SC=CC3